FC1=C(C=CC(=C1)OC1=CC(=NC=C1)N1CCN(CC1)C)NC1=NC=NN2C1=C(C=C2)C2CCN(CC2)C(C=C)=O 1-(4-(4-((2-fluoro-4-((2-(4-methylpiperazin-1-yl)pyridin-4-yl)oxy)phenyl)amino)pyrrolo[2,1-f][1,2,4]triazin-5-yl)piperidin-1-yl)prop-2-en-1-one